1-dodecylether C(CCCCCCCCCCC)OCCCCCCCCCCCC